amino-1-isopropyl-1H,1'H-[5,5'-biindazole] NC1=NN(C2=CC=C(C=C12)C=1C=C2C=NNC2=CC1)C(C)C